6-bromo-2-methylquinolin-3-amine BrC=1C=C2C=C(C(=NC2=CC1)C)N